N1=NN=NC(=C1)S(=O)(=O)O tetrazine-sulfonic acid